COC1=CC=C(C=C1)C=1C(=NC2=CC(=CC(=C2C1)C(C)N)C)C=1C(=NOC1)C 1-(3-(4-methoxyphenyl)-7-methyl-2-(3-methylisoxazol-4-yl)quinolin-5-yl)ethan-1-amine